COC=1C=C(C=CC1)/C=C/CCC(=O)O (E)-5-(3-methoxyphenyl)pent-4-enoic acid